tert-Butyl 7-[[4-[(5-Cyclopentyl-1H-pyrazol-3-yl)amino]pyrimidin-2-yl]amino]-2-azaspiro[3.5]nonane-2-carboxylate C1(CCCC1)C1=CC(=NN1)NC1=NC(=NC=C1)NC1CCC2(CN(C2)C(=O)OC(C)(C)C)CC1